FC1=C(C=CC=C1)C1(CCC1)C(/C=C/[C@H]1[C@@H](C[C@H]2[C@@H]1CCC1=C(O2)C(=C(C=C1)C(=O)O)C)O)O (1R,2R,3aS,10aR)-1-{(1E,3ξ)-3-[1-(2-fluorophenyl)cyclobutyl]-3-hydroxy-1-propen-1-yl}-2-hydroxy-5-methyl-2,3,3a,9,10,10a-hexahydro-1H-benzo[b]cyclopenta[f]oxepin-6-carboxylic acid